N-[2-trifluoromethyl-4-(1,1,1,2,3,3,3-heptafluoropropan-2-yl)-phenyl]-2-fluoro-3-nitrobenzamide FC(C1=C(C=CC(=C1)C(C(F)(F)F)(C(F)(F)F)F)NC(C1=C(C(=CC=C1)[N+](=O)[O-])F)=O)(F)F